O=C1NC(CCC1N1C(C2=CC=CC(=C2C1)OCC=1C=CC=NC1F)=O)=O 5-(((2-(2,6-dioxopiperidin-3-yl)-1-oxoisoindolin-4-yl)oxy)methyl)-6-fluoropyridine